C1(CC1)NC1=NC(=NS1)C=1C(=CC(=C(C1)NC(=O)C=1C=NN2C1C=CC(=C2)F)C)F N-[5-[5-(Cyclopropylamino)-1,2,4-thiadiazol-3-yl]-4-fluoro-2-methylphenyl]-6-fluoropyrazolo[1,5-a]pyridine-3-carboxamide